IC1=CC=CC2=C1SC=C2 7-iodobenzo[b]thiophene